9-(7-(tert-butyl)-3-phenylpyrene-1-yl)-9H-carbazole C(C)(C)(C)C=1C=C2C=CC3=C(C=C(C4=CC=C(C1)C2=C43)N4C3=CC=CC=C3C=3C=CC=CC43)C4=CC=CC=C4